C1(=CC(=CC=C1)C1=NN(C=C1)C=1N=C(C2=C(N1)C=C(O2)C2=NC=CC=C2)N2C(COCC2)=O)C 4-[2-[3-(m-tolyl)pyrazol-1-yl]-6-(2-pyridyl)furo[3,2-d]pyrimidin-4-yl]morpholin-3-one